(S)-methyl 2-(5-(N-(14-hydroxytetradecyl)-1-(isoquinolin-4-yl)piperidine-3-carboxamido)-2-oxopyridin-1(2H)-yl)acetate OCCCCCCCCCCCCCCN(C(=O)[C@@H]1CN(CCC1)C1=CN=CC2=CC=CC=C12)C=1C=CC(N(C1)CC(=O)OC)=O